NC1=NC=2C(=NC=CC2)N1 2-amino-3H-imidazo[4,5-b]pyridine